N1=CC(=CC=C1)C[C@@]1(NCCC1)C(=O)O alpha-(3-pyridylmethyl)-proline